bis(2-(succinimidyl-oxycarbonyloxy) ethyl) sulfone C1(CCC(N1OC(=O)OCCS(=O)(=O)CCOC(=O)ON1C(CCC1=O)=O)=O)=O